C([O-])([O-])=O.[Fe+2] Iron (II) Carbonate